FC1=C(C=CC(=C1)N1CCNCC1)C1=CC(=NC2=C(N=CC=C12)C1=CC=NN1C1OCCCC1)N1[C@@H](COCC1)C 4-[2-fluoro-4-(piperazin-1-yl)phenyl]-2-[(3R)-3-methylmorpholin-4-yl]-8-[1-(tetrahydro-2H-pyran-2-yl)-1H-pyrazol-5-yl]-1,7-naphthyridine